ClC=1C=C(NC2(CCC3([C@H](CC4=CC=CC=C34)C[C@H](CN3C=C(C(C=4C(CCCC34)C)=O)C)C)CC2)C(=O)O)C=CC1 (1r,2'S,4S)-4-(3-chloroanilino)-2'-[(2R)-3-(3,5-dimethyl-4-oxo-5,6,7,8-tetrahydroquinolin-1(4H)-yl)-2-methylpropyl]-2',3'-dihydrospiro[cyclohexane-1,1'-indene]-4-carboxylic acid